N-[3-({2-[(3-Aminopropyl){(1R)-1-[1-benzyl-4-(2,5-difluorophenyl)-1H-pyrrol-2-yl]-2,2-dimethylpropyl}amino]-2-oxoethyl}sulphanyl)propanoyl]-3-[(bromoacetyl)amino]-D-alanine NCCCN(C(CSCCC(=O)N[C@H](CNC(CBr)=O)C(=O)O)=O)[C@H](C(C)(C)C)C=1N(C=C(C1)C1=C(C=CC(=C1)F)F)CC1=CC=CC=C1